tungsten-cadmium-nickel [Ni].[Cd].[W]